C1N2CN3CN1CN(C2)C3 hexamethylamine